NC1=C(N=CN1CCO)[N+](=O)[O-] 2-(5-amino-4-nitro-1H-imidazole-1-yl)ethane-1-ol